1-(2-(5-chloro-2-methylbenzyl)-2,8-diazaspiro[4.5]decane-8-carbonyl)-1H-pyrazole-3-carboxylic acid ClC=1C=CC(=C(CN2CC3(CC2)CCN(CC3)C(=O)N3N=C(C=C3)C(=O)O)C1)C